N-Boc-3-amino-6-methylbenzyl-1,2,5,6-tetrahydropyridine C(=O)(OC(C)(C)C)N1C(C=CCC1)CC1=CC(=CC=C1C)N